FC(CN1C(=NC=2C1=NC(=CC2)C=2C=CN1N=C(N=CC12)NC1CC(C1)N(C)C)C)F N1-(5-(3-(2,2-difluoroethyl)-2-methyl-3H-imidazo[4,5-b]pyridin-5-yl)pyrrolo[2,1-f][1,2,4]triazin-2-yl)-N3,N3-dimethylcyclobutane-1,3-diamine